6-[4-(2-amino-6-methyl-pyrimidin-4-yl)-1,4-oxazepan-3-yl]-7-chloro-4H-1,4-benzothiazin-3-one NC1=NC(=CC(=N1)N1C(COCCC1)C=1C(=CC2=C(NC(CS2)=O)C1)Cl)C